NC1=C(C2=C(S1)CCC21CN(C1)C1=C2N=CN(C2=NC(=N1)O[C@@H](C)[C@H]1N(CCC1)C)CCO)C#N 2-amino-1'-[9-(2-hydroxyethyl)-2-[(1S)-1-[(2S)-1-methylpyrrolidin-2-yl]ethoxy]purin-6-yl]spiro[5,6-dihydrocyclopenta[b]thiophene-4,3'-azetidine]-3-carbonitrile